C(=O)C1=CC=C(S1)C1=CC(=C2C=CC=NC2=C1)C1(CC1)C=1C(=C(C(=O)N)C=C(C1)OCC1N(CC1)C)C (1-(7-(5-formylthiophen-2-yl)quinolin-5-yl)cyclopropyl)-2-methyl-5-((1-methylazetidin-2-yl)methoxy)benzamide